norbornaneOne C12C(CC(CC1)C2)=O